1H-benzo[d]imidazol-5-yl-isoxazole N1C=NC2=C1C=CC(=C2)C2=NOC=C2